4,2',4',6'-Tetrahydroxy-3-methoxychalcone OC1=C(C=C(C=C1)\C=C\C(=O)C1=C(C=C(C=C1O)O)O)OC